ClC=1SC(=CN1)CN1/C(/NCC1)=C(\C=C\C=1SC(=CC1)C)/[N+](=O)[O-] 2-chloro-5-(((E)-2-((E)-3-(5-methylthiophene-2-yl)-1-nitroallylidene)imidazolidin-1-yl)methyl)thiazole